C(C1=CC=CC=C1)OC1=CC(=NC=C1)C1=CC=CC2=C1OC(CO2)CNC(=O)C=2OC(=CC2)CN2CCN(CC2)C 5-(4-Methyl-piperazin-1-ylmethyl)-furan-2-carboxylic acid [8-(4-benzyloxy-pyridin-2-yl)-2,3-dihydro-benzo[1,4]dioxin-2-ylmethyl]-amide